CC(C(=O)OC(C)OC(=O)N1CC(CC1)C1=CC=C(C=C1)C(NC1=CC(=C(C=C1)C)NC1=NC=CC(=N1)C=1C=NC=CC1)=O)(C)C 3-{4-[4-Methyl-3-(4-pyridin-3-yl-pyrimidin-2-ylamino)-phenylcarbamoyl]-phenyl}-pyrrolidine-1-carboxylic acid 1-(2,2-dimethyl-propionyloxy)-ethyl ester